CN(C=1C(C(C1N1CCOCC1)=O)=O)CC1=CC=C(C=C1)C1=NOC(=N1)C(F)(F)F 3-(methyl-(4-(5-(trifluoromethyl)-1,2,4-oxadiazol-3-yl)benzyl)amino)-4-morpholinocyclobut-3-ene-1,2-dione